[2-13C]L-lactic acid C([13C@@H](O)C)(=O)O